(3R)-1-(4-(4-fluoro-3-methoxyphenyl)-2-hydroxycyclopentyl)piperidin-3-ylcarbamic acid tert-butyl ester C(C)(C)(C)OC(N[C@H]1CN(CCC1)C1C(CC(C1)C1=CC(=C(C=C1)F)OC)O)=O